ClC1=C(C=C2C=C(N=CC2=C1)NC(=O)[C@@H]1[C@H](C1)C=1N(N=CC1)CC(C)C)N1CCN(CC1)[C@@]1(COC[C@@H]1O)C (1S,2S)-N-[7-chloro-6-[4-((3R,4R)-4-hydroxy-3-methyl-tetrahydrofuran-3-yl)piperazin-1-yl]-3-isoquinolinyl]-2-(2-isobutylpyrazol-3-yl)cyclopropanecarboxamide